4-[2-[2-[[2-chloro-4-[[3-[4-(cyanomethoxy)-2,3-difluoro-phenyl]imidazo[1,2-a]pyrazin-8-yl]amino]benzoyl]amino]ethoxy]ethyl]-4-methyl-piperazin-4-ium-2-carboxylic acid formate C(=O)[O-].ClC1=C(C(=O)NCCOCC[N+]2(CC(NCC2)C(=O)O)C)C=CC(=C1)NC=1C=2N(C=CN1)C(=CN2)C2=C(C(=C(C=C2)OCC#N)F)F